4-hydroxy-4'-phenoxydiphenyl sulfone C1=CC=C(C=C1)OC2=CC=C(C=C2)S(=O)(=O)C3=CC=C(C=C3)O